C1(CCC1)N1N=CC(=C1)C1=C(C(=O)OCC)C=C(C=C1F)NC(=O)C1(CC1)C1=C(C=C(C=C1)C(F)(F)F)F Ethyl 2-(1-cyclobutyl-1H-pyrazol-4-yl)-3-fluoro-5-[({1-[2-fluoro-4-(trifluoromethyl) phenyl]cyclopropyl}carbonyl) amino]benzoate